NCC[C@H]1C[C@H](NC1=O)C(=O)N (2S,4S)-4-(2-aminoethyl)-5-oxopyrrolidine-2-carboxamide